1-N-[(2,4-Dimethoxyphenyl)methyl]-5-N-[[1-(imidazo[1,2-a]pyridin-6-yloxymethyl)-2-oxabicyclo[2.1.1]hexan-4-yl]methyl]isoquinoline-1,5-diamine COC1=C(C=CC(=C1)OC)CNC1=NC=CC=2C(=CC=CC12)NCC12COC(C1)(C2)COC=2C=CC=1N(C2)C=CN1